2-(4-chlorophenyl)-N-(4-(4-(5-fluoropyrimidine-2-yl)piperazine-1-yl)phenyl)-2-oxoethylthioamide ClC1=CC=C(C=C1)C(CS[N-]C1=CC=C(C=C1)N1CCN(CC1)C1=NC=C(C=N1)F)=O